2-((3,5-dichloro-4-(4-hydroxy-3-isopropylbenzyl)benzyl)thio)-N-methylacetamide ClC=1C=C(CSCC(=O)NC)C=C(C1CC1=CC(=C(C=C1)O)C(C)C)Cl